C12(CC(C1)C2)NC(CN2C(C(=CC=C2)NC([C@H](CC/C=C/C(=O)NC2CC2)NC(=O)C=2N=NC1=CC=CC=C1C2)=O)=O)=O (S,E)-N7-(1-(2-(bicyclo[1.1.1]pentan-1-ylamino)-2-oxoethyl)-2-oxo-1,2-dihydropyridin-3-yl)-6-(cinnoline-3-carboxamido)-N1-cyclopropylhept-2-enediamide